O1N=C(C2=C1C=CC=C2)C2=C(C=C(C=C2)Br)[C@H](CC2=NC=CC=C2)NC(OC(C)(C)C)=O tert-butyl (S)-{1-[2-(benzo[d]isoxazol-3-yl)-5-bromophenyl]-2-(pyridine-2-yl)ethyl}carbamate